CN1C[C@@H](CC[C@@H]1C)NC=1C(N(C(=NN1)C1=C(C2=C(SC=C2)C=C1)O)C)=O 6-(((3R,6S)-1,6-dimethylpiperidin-3-yl)amino)-3-(4-hydroxybenzo[b]thiophen-5-yl)-4-methyl-1,2,4-triazine-5(4H)-one